4-methoxy-1-methyl-5-(4,4,5,5-tetramethyl-1,3,2-dioxaborolan-2-yl)pyridin-2(1H)-one COC1=CC(N(C=C1B1OC(C(O1)(C)C)(C)C)C)=O